BrC1=C(C(=NN1C)C(=O)OCC)C(F)(F)F ethyl 5-bromo-1-methyl-4-(trifluoromethyl)-1H-pyrazole-3-carboxylate